2-Methyl-5-(4-methylpiperazin-1-yl)-N-[(1R)-1-[4-(1-methylpyrazol-4-yl)-2-thienyl]ethyl]benzamide CC1=C(C(=O)N[C@H](C)C=2SC=C(C2)C=2C=NN(C2)C)C=C(C=C1)N1CCN(CC1)C